CC=1N=C(NC(C1C)=O)N1N=C(C=C1C1N(CCNC1)C(=O)N)C (1-(4,5-dimethyl-6-oxo-1,6-dihydropyrimidin-2-yl)-3-methyl-1H-pyrazol-5-yl)-piperazine-1-carboxamide